CS(=O)(=O)C=1C=C(C=CC1)CS(=O)(=O)Cl (3-(methylsulfonyl)phenyl)methanesulfonyl chloride